ONC(CCCCN1CC(CC1)C(=O)N)=O 1-(5-(hydroxyamino)-5-oxopentyl)pyrrolidine-3-carboxamide